C(C)(=O)O[C@@H]1[C@H](O[C@H]([C@@H]([C@H]1OC(C)=O)OC(C)=O)OC1=CC2=CC=C(C=C2C=C1)Br)COC(C)=O (2R,3R,4S,5R,6S)-2-(acetoxymethyl)-6-((6-bromonaphthalen-2-yl)oxy)-tetrahydro-2H-pyran-3,4,5-triyl triacetate